2-(4-(Adamantan-1-ylamino)butyl)-4-phenylpyridazin-3(2H)-on C12(CC3CC(CC(C1)C3)C2)NCCCCN2N=CC=C(C2=O)C2=CC=CC=C2